5-((2R,4S)-2-(2,5-difluorophenyl)-4-fluoropyrrolidin-1-yl)pyrazolo[1,5-a]pyrimidine-3-carbaldehyde FC1=C(C=C(C=C1)F)[C@@H]1N(C[C@H](C1)F)C1=NC=2N(C=C1)N=CC2C=O